C1(CCCCC1)CCC1=C(C(=O)N)C=CC=C1 (2-cyclohexylethyl)benzamide